N-(5-(difluoromethoxy)-1H-pyrazol-3-yl)-6-(piperazin-1-yl)pyrazin-2-amine FC(OC1=CC(=NN1)NC1=NC(=CN=C1)N1CCNCC1)F